COC1=C(C(=CC=C1)OC)S(=O)(=O)NC1=NOC2=C1C(=CC(=C2)CN2N=C(C=C2)CNC(OC(C)(C)C)=O)OC tert-butyl ((1-((3-((2,6-dimethoxyphenyl)sulfonamido)-4-methoxybenzo[d]isoxazol-6-yl)methyl)-1H-pyrazol-3-yl)methyl)carbamate